1,1-bis(pentabromophenyl)methane BrC1=C(C(=C(C(=C1CC1=C(C(=C(C(=C1Br)Br)Br)Br)Br)Br)Br)Br)Br